2-Oxo-1-(prop-2-yn-1-yl)-5-vinyl-1,2-dihydropyridine-3-carboxylic acid Methyl-5-bromo-2-oxo-1-(3-(trimethylsilyl)prop-2-yn-1-yl)-1,2-dihydropyridine-3-carboxylate COC(=O)C=1C(N(C=C(C1)Br)CC#C[Si](C)(C)C)=O.O=C1N(C=C(C=C1C(=O)O)C=C)CC#C